CC1=CC2=C(N=C(N=C2)NC=2C=C3CN(CC3=CC2)C2CN(C2)S(=O)(=O)C)C(=N1)N1CC2(C1)CN(C2)C 6-methyl-8-(6-methyl-2,6-diazaspiro[3.3]heptan-2-yl)-N-(2-(1-(methylsulfonyl)azetidin-3-yl)isoindolin-5-yl)pyrido[3,4-d]pyrimidin-2-amine